benzo[b]thiophen-2-ylmethacrylate S1C2=C(C=C1OC(C(=C)C)=O)C=CC=C2